[N+](=O)([O-])C1=CC=C(C=C1)N1CCC(CC1)CCC(=O)N 3-(1-(4-Nitrophenyl)piperidin-4-yl)propanamide